N-(2-((2-(dimethylamino)ethyl)(methyl)amino)-5-((4-(6-fluoro-1-methyl-1H-indol-3-yl)-5-(trifluoromethyl)pyrimidin-2-yl)amino)phenyl)acetamide CN(CCN(C1=C(C=C(C=C1)NC1=NC=C(C(=N1)C1=CN(C2=CC(=CC=C12)F)C)C(F)(F)F)NC(C)=O)C)C